7-[(3aS,4R,6R,6aR)-6-(3-methoxyphenyl)-2,2-dimethyl-tetrahydro-3aH-cyclopenta[d][1,3]dioxol-4-yl]-5-bromo-2-chloropyrrolo[2,3-d]pyrimidin-4-amine COC=1C=C(C=CC1)[C@H]1C[C@H]([C@H]2[C@@H]1OC(O2)(C)C)N2C=C(C1=C2N=C(N=C1N)Cl)Br